ClC=1N=C(C2=C(N1)C=C(C=N2)OC)C=2C(=NN(C2)C2CC2)C2=CC=CC=C2 chloro-4-(1-cyclopropyl-3-phenyl-1H-pyrazol-4-yl)-7-methoxypyrido[3,2-d]pyrimidine